((3aR,4R,6S,6aR)-6-(4-(1H-1,2,4-triazol-1-yl)-2-oxopyrimidin-1(2H)-yl)-2,2-dimethyltetrahydrofurano[3,4-d][1,3]dioxolan-4-yl) methyl (2-(octadecyloxy) ethyl) phosphate P(=O)(O[C@H]1O[C@@H]([C@@H]2OC(O[C@H]21)(C)C)N2C(N=C(C=C2)N2N=CN=C2)=O)(OC)OCCOCCCCCCCCCCCCCCCCCC